N-[4-(6,7-Dimethoxyquinolin-4-yl)oxy-3-fluorophenyl]-5-(4-fluorophenyl)-1-(1-hydroxy-2-methylpropan-2-yl)-4-oxopyridine-3-carboxamide COC=1C=C2C(=CC=NC2=CC1OC)OC1=C(C=C(C=C1)NC(=O)C1=CN(C=C(C1=O)C1=CC=C(C=C1)F)C(CO)(C)C)F